2-((2-(di-dodecylamino)ethyl)(hexyl)amino)ethan-1-ol C(CCCCCCCCCCC)N(CCN(CCO)CCCCCC)CCCCCCCCCCCC